2-(4-(N,N-bis(4-methoxybenzyl)sulfamoyl)-1H-pyrazol-1-yl)-2-methyl-propionic acid methyl ester COC(C(C)(C)N1N=CC(=C1)S(N(CC1=CC=C(C=C1)OC)CC1=CC=C(C=C1)OC)(=O)=O)=O